COC1=CC=C(NC2=CC=C(C=C2)C)C=C1 4-methoxy-N-(p-tolyl)aniline